C1(CC2C(CC1)O2)CCC[Si](OCC)(OCC)C 3-(3,4-epoxycyclohexyl)propylmethyldiethoxysilane